4-(m-tolyl)-1H-pyrazole C1(=CC(=CC=C1)C=1C=NNC1)C